FC1=CC=C(C=C1)NC(=O)N[C@H]1C(N[C@@H]([C@@H]1C1=CC=C(C=C1)OC)C)=O |o1:11,14,15| (+)-1-(4-fluoro-phenyl)-3-[(3R*,4S*,5R*)-4-(4-methoxy-phenyl)-5-methyl-2-oxopyrrolidin-3-yl]urea